NC(C)CCCCN 1,4-diamino-1-butylethane